OC1=C(C=2C3(C4=CC=CC=C4OC2C=C1)OC(C1=CC=CC=C13)=O)O dihydroxy-spiro[isobenzofuran-1(3H),9'-(9H)xanthene]-3-one